methyl 2-(5-bromo-6-methoxypyridin-3-yl)-2-methylpropanoate BrC=1C=C(C=NC1OC)C(C(=O)OC)(C)C